C1OCC12CN(C2)C2=NC=CC(=N2)COC2=CC=C(C=C2)C(C)(C)C2=CC=C(C(=O)NCCNC(OC(C)(C)C)=O)C=C2 tert-butyl (2-(4-(2-(4-((2-(2-oxa-6-azaspiro[3.3]heptan-6-yl)pyrimidin-4-yl)methoxy)phenyl)propan-2-yl)benzamido)ethyl)carbamate